NC1=NC(=NC=2N1N=C(N2)C=2OC=CC2)N2C[C@@H](CCC2)CN2CCC(CC2)C2=NOC(=C2)C(=O)OC Methyl (S)-3-(1-((1-(7-amino-2-(furan-2-yl)-[1,2,4]triazolo[1,5-a][1,3,5]triazine-5-yl)piperidin-3-yl)methyl)piperidin-4-yl)isoxazole-5-carboxylate